benzyl (2R,3S)-3-amino-2-((((CIS)-4-phenylcyclohexyl)oxy)-methyl)pyrrolidine-1-carboxylate N[C@@H]1[C@@H](N(CC1)C(=O)OCC1=CC=CC=C1)CO[C@@H]1CC[C@@H](CC1)C1=CC=CC=C1